C(CCC)NC(CCCCCCCCCCC(=O)NCC(=O)O)=O 12-butylamino-12-oxolauramidoacetic acid